CC=1N=C2C(=NC(=NC2=NC1C)C=1CCO[C@H](C1)C=1C=NN(C1)C1CC1)C1=C(C=C(C=C1F)F)F |r| 6,7-dimethyl-2-[rac-(6R)-6-(1-cyclopropylpyrazol-4-yl)-3,6-dihydro-2H-pyran-4-yl]-4-(2,4,6-trifluorophenyl)pteridine